tri(diethylamine) bismuth [Bi].C(C)NCC.C(C)NCC.C(C)NCC